Ethyl 4-(2-chlorophenyl)-2-[(3R)-3-methyl[1,4'-bipiperidin]-1'-yl]-1,3-thiazole-5-carboxylate Ethyl-2-bromo-4-(2-chlorophenyl)-1,3-thiazole-5-carboxylate C(C)OC(=O)C1=C(N=C(S1)Br)C1=C(C=CC=C1)Cl.ClC1=C(C=CC=C1)C=1N=C(SC1C(=O)OCC)N1CCC(CC1)N1C[C@@H](CCC1)C